O=C1NC(CCC1C1=CC=C(C=C1)N1CCC(CC1)CN(C1CCC(CC1)NC(OC(C)(C)C)=O)C)=O tert-butyl N-[4-[[1-[4-(2,6-dioxo-3-piperidyl)phenyl]-4-piperidyl]methyl-methyl-amino]cyclohexyl]carbamate